FC=1C=C(C=CC1F)[C@H](C)NC(CN1N=CC2=C(C1=O)C=CS2)=O (S)-N-(1-(3,4-difluorophenyl)ethyl)-2-(4-oxothieno[2,3-d]pyridazin-5(4H)-yl)acetamide